rel-4'-{5-chloro-4-[(3,5-difluoropyridin-2-yl)methoxy]-2-methyl-6-oxopyrimidin-1-yl}-3-(2-hydroxypropan-2-yl)-5'-methyl-[1,2'-bipyridin]-2-one ClC1=C(N=C(N(C1=O)C1=CC(=NC=C1C)N1C(C(=CC=C1)C(C)(C)O)=O)C)OCC1=NC=C(C=C1F)F